C(C1=CC=CC=C1)NC(=O)[C@@]12NC([C@H]3[C@H]([C@@H]1N(C[C@@H]2C3)CC3=CC=C(C=C3)OC)CC(C)C)=O |o1:10,13,14,15,18| (3S*,3aS*,6R*,7R*,7aS*)-N-benzyl-7-isobutyl-1-(4-methoxybenzyl)-5-oxooctahydro-3aH-3,6-methanopyrrolo[3,2-b]Pyridine-3a-carboxamide